ClC1=C(C=C(C=C1C)C(=O)OC)NCCC(=O)O 3-((2-Chloro-5-(methoxycarbonyl)-3-methylphenyl)amino)propanoic acid